BrC1=NC(=CC(=C1)C(C)OC)Br 2,6-dibromo-4-(1-methoxyethyl)pyridine